S(=O)(=O)(OC(CC(C)C)CCC(CCCC)CC)[O-] 7-ethyl-2-methyl-4-undecyl sulfate